C(N)(O[C@H]1[C@H](C2=C(C=C(C=C2C1)Cl)Cl)O)=O (1S,2R)-5,7-dichloro-1-hydroxy-2,3-dihydro-1H-inden-2-yl carbamate